C(C)(C)(C)OC(=O)N(C/C=C/C(=O)OCC)CC ethyl (E)-4-((tert-butoxycarbonyl)(ethyl)amino)but-2-enoate